C(CC)SSCCC 1,2-dipropyldisulfane